1-(4-(2,6-dioxopiperidin-3-yl)-3,5-difluorophenyl)azetidin-3-yl(3-chloro-4-methylphenyl) carbamate C(N)(OC1=C(C(=C(C=C1)C)Cl)C1CN(C1)C1=CC(=C(C(=C1)F)C1C(NC(CC1)=O)=O)F)=O